C(C)C=1OC=CC(C1O)=O 2-ethyl-3-hydroxy-4-pyranone